OC1(CCN(CC12CCCC2)C(=O)N2C(CNCC2)COC)CN2C=NC(=CC2=O)C2=CC=CC=C2 3-((10-Hydroxy-7-(2-(methoxymethyl)piperazine-1-carbonyl)-7-azaspiro[4.5]decan-10-yl)methyl)-6-phenylpyrimidin-4(3H)-one